2-(((3H-Imidazo[4,5-b]pyridin-2-yl)methyl)thio)-3-phenethylpteridin-4(3H)-one N1=C(NC2=NC=CC=C21)CSC2=NC1=NC=CN=C1C(N2CCC2=CC=CC=C2)=O